FC(C(=O)O)(F)F.FC(C(=O)O)(F)F.NC1=NN2C(N=CC=C2)=C1C(=O)NC(C)C=1C=C(C=2N(C1N1[C@H](CCC1)C)C=NC2)Cl 2-Amino-N-(1-{8-chloro-5-[(2S)-2-methylpyrrolidin-1-yl]imidazo[1,5-a]-pyridin-6-yl}ethyl)pyrazolo[1,5-a]-pyrimidine-3-carboxamide bistrifluoro-acetate